P(=O)(O)(O)O.OC1=CC=C(C=C1)C(C)(C)C1=CC=C(C=C1)O bisphenol a phosphate